C1(CCC(C)O1)=O gamma-valerlactone